N[C@H](C(=O)N1[C@@H]([C@H]2C([C@H]2C1)(C)C)C(=O)OC)C(C)(C)C Methyl (1R,2S,5S)-3-[(2S)-2-amino-3,3-dimethyl-butanoyl]-6,6-dimethyl-3-azabicyclo[3.1.0]hexane-2-carboxylate